O(C1=CC=CC=C1)CCC(C(=O)O)(C)C 2-phenoxyethyl-isobutyric acid